(R)-2,2-difluoro-N-(5-(6-((R)-1-hydroxypropyl)-4-methylpyridin-3-yl)thiazolo[4,5-e][1,2,4]triazolo[1,5-a]pyridin-2-yl)cyclopropane-1-carboxamide FC1([C@H](C1)C(=O)NC=1SC2=C(C=C(C=3N2N=CN3)C=3C=NC(=CC3C)[C@@H](CC)O)N1)F